2-[4-(5-Amino-4-cyano-1-isopropyl-pyrazol-3-yl)phenyl]-N-[3-(3-bicyclo[1.1.1]pentanylmethyl)isoxazol-5-yl]propanamide NC1=C(C(=NN1C(C)C)C1=CC=C(C=C1)C(C(=O)NC1=CC(=NO1)CC12CC(C1)C2)C)C#N